CC1(OB(OC1(C)C)C=1C=C(C=CC1)N1CCN(CC1)C(=O)OC(C)(C)C)C tert-butyl 4-[3-(4,4,5,5-tetramethyl-1,3,2-dioxaborolan-2-yl)phenyl]piperazine-1-carboxylate